3-(tert-butyl)benzoic acid C(C)(C)(C)C=1C=C(C(=O)O)C=CC1